acryloyloctahydropyrazino[2,1-c][1,4]oxazin C(C=C)(=O)C1OCCN2C1CNCC2